C1COSC=C1 3-Oxathiane